3,4-dichloro-N-[4-chloro-3-[[(2,4-difluorophenyl)amino]carbonyl]phenyl]-β-(trifluoro-methyl)benzenepropanamide ClC=1C=C(C=CC1Cl)C(CC(=O)NC1=CC(=C(C=C1)Cl)C(=O)NC1=C(C=C(C=C1)F)F)C(F)(F)F